(S)-methyl 2-(5-(2-(dimethylamino) ethyl)-3-methyl-2,4-dioxo-3,4-dihydropyrimidin-1(2H)-yl)-4-methylpentanoate CN(CCC=1C(N(C(N(C1)[C@H](C(=O)OC)CC(C)C)=O)C)=O)C